C1=C(C=CC=2C3=CC=CC=C3CC12)C(C(=O)OCC)=O ethyl 2-(9H-fluoren-2-yl)-2-oxoacetate